C(C1CO1)OCCC[Si](OCC)(C)C 3-glycidoxypropyl-dimethyl-ethoxysilane